N1=CC=C(C=C1)C1=CC=C(C=C1)NC(=O)C1=CC=C(C=C1)C1=CC=C(C=C1)C(=O)NC1=CC=C(C=C1)C1=CC=NC=C1 N4,N4'-bis(4-(pyridin-4-yl)phenyl)-[1,1'-biphenyl]-4,4'-dicarboxamide